bis-(2-dimethylaminoethyl)ether CN(CCOCCN(C)C)C